CC1=NC(=CC=C1NC1CNCC1)C(F)(F)F 2-methyl-3-(pyrrolidin-3-ylamino)-6-(trifluoromethyl)pyridin